C1(=C(C(=C(C=2C3=C(C(=CC=C3NC12)[2H])[2H])[2H])[2H])[2H])[2H] 9H-carbazole-d6